CC1=NC=CC=C1COC1=CC=CC(=N1)C=1CCN(CC1)CC1=NC2=C(N1C[C@H]1OCC1)C=C(C=C2)C(=O)O (S)-2-((6-((2-methylpyridin-3-yl)methoxy)-3',6'-dihydro-[2,4'-bipyridin]-1'(2'H)-yl)methyl)-1-(oxetan-2-ylmethyl)-1H-benzo[d]imidazole-6-carboxylic acid